NC=1C2=C(N=CN1)N(C(=C2C=2C=NC(=NC2)C(F)(F)F)C#N)[C@@H](CC)C=2N=NN(C2)C2=C(C(=CC=C2)F)F 4-amino-7-{(1S)-1-[1-(2,3-difluorophenyl)-1H-1,2,3-triazol-4-yl]propyl}-5-[2-(trifluoromethyl)pyrimidin-5-yl]-7H-pyrrolo[2,3-d]pyrimidine-6-carbonitrile